N-(4-chlorophenyl)-N-((5aR,5bS,7aS,10aS,10bR)-5a,7a-dimethyl-8-oxo-5,5a,5b,6,7,7a,8,9,10,10a,10b,11,12,12a-tetradecahydro-4H-cyclopenta[7,8]phenanthro[2,1-d]thiazol-2-yl)acetamide ClC1=CC=C(C=C1)N(C(C)=O)C=1SC2=C(N1)CC[C@@]1([C@H]3CC[C@]4([C@H]([C@@H]3CCC12)CCC4=O)C)C